N[C@@H](CC1=CNC=N1)C(=O)N1CC(C1)OC1=C(C=2O[B-]([C@@H]3C[C@@H]3C2C=C1)(O)O)C(=O)O (2S,4R)-9-(1-L-histidylazetidin-3-yl)oxy-5,5-dihydroxy-6-oxa-5-boranuidatricyclo[5.4.0.02,4]undeca-1(7),8,10-triene-8-carboxylic acid